tert-butyl (2S,4S)-4-((6-(benzyloxy)-5-((triisopropylsilyl)oxy)quinolin-3-yl)amino)-2-((2-fluoro-3-hydroxypropyl)carbamoyl)piperidine-1-carboxylate C(C1=CC=CC=C1)OC=1C(=C2C=C(C=NC2=CC1)N[C@@H]1C[C@H](N(CC1)C(=O)OC(C)(C)C)C(NCC(CO)F)=O)O[Si](C(C)C)(C(C)C)C(C)C